5-bromo-8-(dibromomethyl)quinoline isopropyl-((1S,4r)-4-(5-(2-(N-(tert-butyl)sulfamoyl)-4-(((((S)-pyrrolidin-2-yl)methoxy)carbonyl)amino)phenyl)thiazol-2-yl)cyclohexyl)carbamate C(C)(C)N(C(O)=O)C1CCC(CC1)C=1SC(=CN1)C1=C(C=C(C=C1)NC(=O)OC[C@H]1NCCC1)S(NC(C)(C)C)(=O)=O.BrC1=C2C=CC=NC2=C(C=C1)C(Br)Br